FC1=CC=C(CN([C@H]2C[C@H](NC2)C(=O)O)C)C=C1 (2S,4S)-4-((4-Fluorobenzyl)(methyl)amino)pyrrolidine-2-carboxylic acid